O=C1NC(CCC1N1C(C2=CC(=C(C=C2C1)CN1CCC(CC1)C1=NC(=C(C(=O)N)C=C1)C1=CC=C(C=C1)OC1=CC=CC=C1)F)=O)=O 6-(1-((2-(2,6-dioxopiperidin-3-yl)-6-fluoro-1-oxoisoindolin-5-yl)methyl)piperidin-4-yl)-2-(4-phenoxyphenyl)nicotinamide